2-[(2S,4R)-4-fluoro-2-{[(S)-[3-fluoro-4-(propan-2-yl)phenyl](phenyl)methyl] carbamoyl}pyrrolidin-1-yl]-2-oxoethyl N,N-dimethylcarbamate CN(C(OCC(=O)N1[C@@H](C[C@H](C1)F)C(N[C@@H](C1=CC=CC=C1)C1=CC(=C(C=C1)C(C)C)F)=O)=O)C